C(C(C)C)OC1=CC=C(C=N1)CN (6-isobutoxypyridin-3-yl)methylamine